1,2-bis(5-methyl-2-oxazoline-2-yl)benzene CC1CN=C(O1)C1=C(C=CC=C1)C=1OC(CN1)C